2-(3-fluoro-2-methoxy-5-(4-methyltetrahydro-2H-pyran-4-yl)phenyl)-2-((R)-3-methyl-3-(methyl(5-(5,6,7,8-tetrahydro-1,8-naphthyridin-2-yl)pentyl)amino)pyrrolidin-1-yl)acetic acid FC=1C(=C(C=C(C1)C1(CCOCC1)C)C(C(=O)O)N1C[C@@](CC1)(N(CCCCCC1=NC=2NCCCC2C=C1)C)C)OC